C(C)N1N=C(C=C1)OC1=C(C=C(C=N1)N)C(F)(F)F 6-(1-ethylpyrazol-3-yl)oxy-5-(trifluoromethyl)pyridin-3-amine